1,2-difluoro-4-ethynylbenzene FC1=C(C=C(C=C1)C#C)F